C(C1=CC=CC=C1)N1N=CC(=C1)C=1C(=CC(N(C1)C)=O)C=1C=NN(C1)CC(C)(C)O 5-(1-benzyl-1H-pyrazol-4-yl)-4-(1-(2-hydroxy-2-methylpropyl)-1H-pyrazol-4-yl)-1-methylpyridin-2(1H)-one